FC=1C=C(C=NC1N1CCC(CC1)N1CCOCC1)C1=NC=NC2=CC=C(C=C12)C1=CC(=NC=C1)N 4-(4-(5-fluoro-6-(4-morpholinopiperidin-1-yl)pyridin-3-yl)quinazolin-6-yl)pyridin-2-amine